FC1=C(C=CC(=C1)F)NC(=O)C=1C(C(=C2N(C[C@@H]3N(C2=O)C2(CO3)CC2)C1)O)=O (R)-N-(2,4-difluorophenyl)-6'-hydroxy-5',7'-dioxo-5',7',11',11a'-tetrahydro-2'H-spiro[cyclopropane-1,3'-oxazolo[3,2-a]pyrido[1,2-d]pyrazine]-8'-carboxamide